BrC=1C(=C(C=C(C1)F)N1N=C(N=C1C(C)NC)C)F 1-(1-(3-bromo-2,5-difluorophenyl)-3-methyl-1H-1,2,4-triazol-5-yl)-N-methylethan-1-amine